estra-1,3,5(10)-triene-3,17beta-diol C[C@@]12[C@H](CC[C@H]1[C@@H]1CCC=3C=C(C=CC3[C@H]1CC2)O)O